C(CCC)[N+](C)(CCO)CCO butylbishydroxyethylmethylammonium